BrC1=C(C(=NC=C1)F)C[C@@]1(C(O[C@H](O1)C(C)(C)C)=O)C1=CC=CC=C1 (2S,5S)-5-((4-Bromo-2-fluoropyridin-3-yl)methyl)-2-(tert-butyl)-5-phenyl-1,3-dioxolan-4-one